5-methyldihydro-2'-O-methyluridine CC1C(NC(N([C@H]2[C@H](OC)[C@H](O)[C@@H](CO)O2)C1)=O)=O